C(C=C)(=O)OCCC[Si](OC1=CC=CC=C1)(OC1=CC=CC=C1)OC1=CC=CC=C1 acryloyloxypropyl-triphenoxysilane